FC1C(C(COC1)O)NC1N=CC=C(N1C=1C=C2C=CC(=NC2=CC1)CN1CCOCC1)C(C)C 5-fluoro-4-(4-isopropyl-3-(morpholinomethyl-quinolin-6-yl)pyrimidin-2-ylamino)tetrahydro-2H-pyran-3-ol